2-[1-(2-formyl-3-hydroxyphenyl)pyrazol-3-yl]-N-[(2E)-1-(2-hydroxy-2-methylpropyl)-6-[(4-methylpiperazin-1-yl)methyl]-3H-1,3-benzodiazol-2-ylidene]pyridine-4-carboxamide C(=O)C1=C(C=CC=C1O)N1N=C(C=C1)C1=NC=CC(=C1)C(=O)/N=C/1\NC2=C(N1CC(C)(C)O)C=C(C=C2)CN2CCN(CC2)C